(S)-4-(3-(2-((1-(4-methoxybenzyl)-6-oxo-5-(trifluoromethyl)-1,6-dihydropyridazin-4-yl)amino)propoxy)propionyl)piperazine-1-carboxylic acid tert-butyl ester C(C)(C)(C)OC(=O)N1CCN(CC1)C(CCOC[C@H](C)NC=1C=NN(C(C1C(F)(F)F)=O)CC1=CC=C(C=C1)OC)=O